O1CCC2C1=CCCC2 trans-hexahydrobenzofuran